2-(2-(2-(1-(3,4-difluorophenyl)-6-oxopiperidin-2-yl)-5-(3,5-dimethylisoxazol-4-yl)-1H-benzo[d]imidazol-1-yl)thiazol-5-yl)-N-methylacetamide FC=1C=C(C=CC1F)N1C(CCCC1=O)C1=NC2=C(N1C=1SC(=CN1)CC(=O)NC)C=CC(=C2)C=2C(=NOC2C)C